CC=1C(=NOC1C)N(S(=O)(=O)C1=C(C=CC=C1)C=1C(=CC(=CC1)C=O)C(=O)OC)COC methyl 2'-(N-(4,5-dimethylisoxazol-3-yl)-N-(methoxymethyl)sulfamoyl)-4-formyl-[1,1'-biphenyl]-2-carboxylate